N-[1-(2-aminoethyl)imidazo[4,5-c]pyridin-6-yl]-5-(3-fluoro-4-pyridinyl)thiazol-2-amine NCCN1C=NC=2C=NC(=CC21)NC=2SC(=CN2)C2=C(C=NC=C2)F